C(C(C)C)OCCCCCOCC(C)C 1,5-diisobutoxypentane